2-Methyl-2-(4-((5-oxo-4-(4-(trifluoromethoxy)phenyl)-4,5-dihydro-1H-1,2,4-triazol-1-yl)methyl)-2-(trifluoromethyl)phenoxy)propionic acid CC(C(=O)O)(C)OC1=C(C=C(C=C1)CN1N=CN(C1=O)C1=CC=C(C=C1)OC(F)(F)F)C(F)(F)F